FC1=C2C=CN(C2=C(C=C1)C)C1=CC=CC2=C(NN=C12)N1CCN(CC1)C 4-fluoro-7-methyl-N-(3-(4-methylpiperazin-1-yl)-2H-indazol-7-yl)-1H-indole